C(C)(C)(C)C=1C=C(C=C(C1O)C(C)(C)C)C(C1=C(C=CC2=CC=CC=C12)O)C1=CC=CC2=CC=CC=C12 1-[(3,5-di-tert-butyl-4-hydroxyphenyl)(naphthalen-1-yl)methyl]naphthalen-2-ol